ClC=1N=NC(=C(N1)N1CC2(CN(C2)[C@@H](C(C)C)CCCN(C)CCOC)CC1)OC1=C(C(=O)N(C(C)C)CC)C=C(C=C1)F R-2-((3-chloro-5-(2-(6-((2-methoxyethyl)(methyl)amino)-2-methylhex-3-yl)-2,6-diazaspiro[3.4]oct-6-yl)-1,2,4-triazin-6-yl)oxy)-N-ethyl-5-fluoro-N-isopropylbenzamide